OC=1N=C(C(=NC1C1=CC=CC=2N(C=NC21)C)C(=O)OC)NC2=CC=C(C=C2)N2CCOCC2 Methyl 5-hydroxy-6-(1-methylbenzimidazol-4-yl)-3-(4-morpholinoanilino)pyrazine-2-carboxylate